C(CCCCCCC)OC(C(C)C1=CC(=C(C(=C1)C(C)(C)C)O)C(C)(C)C)=O 3,5-di-tert-butyl-4-hydroxy-phenylpropionic acid octyl ester